3-OXOPROPANAL O=CCC=O